C(C1=CC=CC=C1)OC1=C(\C=C\2/C(=C(C3=CC(=CC=C23)F)CC(=O)O)C)C=CC(=C1)F (E)-2-(1-(2-(benzyloxy)-4-fluorobenzylidene)-5-fluoro-2-methyl-1H-inden-3-yl)-acetic acid